ClC1=CC=2C3=C(N(C(C2C=C1)=O)COCC[Si](C)(C)C)N=NN3C 8-chloro-1-methyl-4-((2-(trimethylsilyl)ethoxy)methyl)-1,4-dihydro-5H-[1,2,3]triazolo[4,5-c]isoquinolin-5-one